(S)-N-(5-(2,4-difluorophenoxy)pyrazin-2-yl)-2-(4-((S)-5-hydroxy-4,5,6,7-tetrahydropyrazolo[1,5-a]pyridine-5-carbonyl)-3,3-dimethylpiperazin-1-yl)propanamide FC1=C(OC=2N=CC(=NC2)NC([C@H](C)N2CC(N(CC2)C(=O)[C@]2(CC=3N(CC2)N=CC3)O)(C)C)=O)C=CC(=C1)F